(2R)-2-(acetylamino)-N-benzyl-3-methoxypropionamide C(C)(=O)N[C@@H](C(=O)NCC1=CC=CC=C1)COC